tert-butyl ((3S,4S)-4-fluoro-1-(5-methyl-1-((2-(trimethylsilyl)ethoxy)methyl)-1H-1,2,4-triazol-3-yl)pyrrolidin-3-yl)carbamate F[C@@H]1[C@H](CN(C1)C1=NN(C(=N1)C)COCC[Si](C)(C)C)NC(OC(C)(C)C)=O